3-(4-(2-(4-((2-(methylthio)pyrimidin-4-yl)methoxy)phenyl)propan-2-yl)phenoxy)propane CSC1=NC=CC(=N1)COC1=CC=C(C=C1)C(C)(C)C1=CC=C(OCCC)C=C1